Cl.N[C@@H]1CN(CCC1)C1=NN(C(C2=CC=CC=C12)=O)C1CCCCC1 (S)-4-(3-Aminopiperidin-1-yl)-2-cyclohexyl-phthalazin-1(2H)-one-hydrochloride